OC=1C=C2C(=C(N(C2=CC1)CC1=CC=C(OCCCCNCC2=CC=C(OCC=3SC=C4C3CN(C4=O)C4C(NC(CC4)=O)=O)C=C2)C=C1)C1=CC=C(C=C1)O)C 3-(1-((4-(((4-(4-((5-hydroxy-2-(4-hydroxyphenyl)-3-methyl-1H-indol-1-yl)-methyl)phenoxy)butyl)amino)methyl)phenoxy)methyl)-4-oxo-4H-thieno[3,4-c]pyrrol-5(6H)-yl)-piperidine-2,6-dione